N=1NC(C(=CC1)[2H])=O pyridazin-3-one-d